C(C)(C)(C)OC(NC1(CCNCC1)C1=C(C=CC=C1)F)=O (4-(2-Fluorophenyl)piperidin-4-yl)carbamic acid tert-butyl ester